ClC1=CC=C(C(=N1)C(=O)NS(=O)(=O)C)N[C@H](C)C=1C=C(C=C2C(N(C(=NC12)N1CC2=CC=C(C=C2C1)C1=CC(=NC=C1)C)C)=O)C (R)-6-chloro-3-((1-(3,6-dimethyl-2-(5-(2-methylpyridin-4-yl)isoindolin-2-yl)-4-oxo-3,4-dihydroquinazolin-8-yl)ethyl)amino)-N-(methylsulfonyl)picolinamide